4-chloro-N-[2-(1H-indol-3-yl)ethyl]-6-isopropoxy-1,3,5-triazin-2-amine ClC1=NC(=NC(=N1)OC(C)C)NCCC1=CNC2=CC=CC=C12